tert-Butyl (R)-(1-(7-chloro-8-fluoro-2-methylpyrido[4,3-d]pyrimidin-4-yl)-3-methylpiperidin-3-yl)carbamate ClC1=C(C=2N=C(N=C(C2C=N1)N1C[C@](CCC1)(C)NC(OC(C)(C)C)=O)C)F